(2S)-1-(3-oxo-3-(3-(trifluoromethyl)-6a,7,9,10-tetrahydrodipyrazino[2,3-b:1',2'-d][1,4]oxazin-8(6H)-yl)propoxy)propan O=C(CCOCCC)N1CC2N(C3=C(OC2)N=C(C=N3)C(F)(F)F)CC1